Tert-butyl (3S,4R)-3-fluoro-4-((2-formyl-3-(2,2,2-trifluoroethyl)benzo[b]thiophen-7-yl)amino)pyrrolidine-1-carboxylate F[C@H]1CN(C[C@H]1NC1=CC=CC2=C1SC(=C2CC(F)(F)F)C=O)C(=O)OC(C)(C)C